The molecule is a monohydroxy fatty acid that is heptanoic acid with a hydroxy group substituted at position C-2. It has a role as a metabolite. It derives from a heptanoic acid. CCCCCC(C(=O)O)O